CN1C(CC2=CC=C(C=C12)B1OC(C(O1)(C)C)(C)C)=O 1-methyl-6-(4,4,5,5-tetramethyl-1,3,2-dioxaborolan-2-yl)indolin-2-one